ClC1=C2C(=C(N=N1)NC[C@@H](COC)O)C(N(C=C2)C)=O (S)-1-chloro-4-((2-hydroxy-3-methoxypropyl)amino)-6-methylpyrido[3,4-d]pyridazin-5(6H)-one